ClC=1N=C(N(C1C=O)C)OC 4-CHLORO-2-METHOXY-1-METHYL-1H-IMIDAZOLE-5-CARBALDEHYDE